methyl (R)-4-(4-((3S,4S)-3,4-bis(((1S,2R)-2-phenylcyclopropyl)carbamoyl)pyrrolidine-1-carbonyl)benzyl)-1-methyl-5-oxopiperazine-2-carboxylate C1(=CC=CC=C1)[C@@H]1[C@H](C1)NC(=O)[C@@H]1CN(C[C@H]1C(N[C@@H]1[C@H](C1)C1=CC=CC=C1)=O)C(=O)C1=CC=C(CN2C[C@@H](N(CC2=O)C)C(=O)OC)C=C1